C(C1=CC=CC=C1)OC1CC(C1)OC1=CC(=NC=C1)Cl 4-(3-(benzyl-oxy)cyclobutoxy)-2-chloropyridine